2-(4-methyl-6-(trifluoromethyl)pyridin-3-yl)-2,8-diazaspiro[4.5]decan-3-one hydrochloride Cl.CC1=C(C=NC(=C1)C(F)(F)F)N1CC2(CC1=O)CCNCC2